C(=C)C1=CC=C(C=C1)OC1=CC=CC=C1 1-vinyl-4-(phenoxy)benzene